2-{4-[4-({4-[2-methyl-1-(1-methylethyl)-1H-imidazol-5-yl]pyrimidin-2-yl}amino)phenyl]piperazin-1-yl}-2-oxoethanol CC=1N(C(=CN1)C1=NC(=NC=C1)NC1=CC=C(C=C1)N1CCN(CC1)C(CO)=O)C(C)C